[S-]C#N.[NH4+].[Fe] iron ammonium thiocyanate